ClC=1C(=C(C=CC1F)NC=1C2=C(N=CN1)C=NC(=C2)C=2CN(CCC2)C(=O)OC(C)(C)C)F tert-Butyl 3-(4-((3-chloro-2,4-difluorophenyl)amino)pyrido[3,4-d]pyrimidin-6-yl)-5,6-dihydropyridine-1(2H)-carboxylate